C1(CC1)N1C=C(C(C2=CC(=C(C=C12)N1CCN(CC1)C(C)=O)F)=O)C(C=CC1=CC=C(C=C1)C)=O 1-cyclopropyl-6-fluoro-7-(4-acetylpiperazin-1-yl)-3-(4-methylcinnamoyl)-quinolin-4(1H)-one